N-Cyclohexyl-N1-(3,5-dimethylphenyl)-6-morpholin-4-yl-[1,3,5]triazine-2,4-diamine hydrochloride Cl.C1(CCCCC1)NC1N(C(=NC(=N1)N)N1CCOCC1)C1=CC(=CC(=C1)C)C